10-(phosphonooxy)decyl-2-propenoic acid P(=O)(O)(O)OCCCCCCCCCCC(C(=O)O)=C